N-ethyl-5-fluoro-2-(3-methyl-6-{1-[(3S)-2-methyl-6-oxohexan-3-yl]azetidin-3-yl}-[1,2,4]triazolo[4,3-a]pyridin-8-yl)-N-(isopropyl)benzamide C(C)N(C(C1=C(C=CC(=C1)F)C=1C=2N(C=C(C1)C1CN(C1)[C@H](C(C)C)CCC=O)C(=NN2)C)=O)C(C)C